N1=NN=NP=C1 tetrazaphosphine